2-(3-chlorophenyl)-N-(2-chloropyrimidin-4-yl)cyclopropane-1-carboxamide ClC=1C=C(C=CC1)C1C(C1)C(=O)NC1=NC(=NC=C1)Cl